ClC1=C(CN2N=CC(=C2)NC(=O)C=2SC(=NN2)C=2OC=CC2)C(=CC=C1)Cl N-(1-(2,6-dichlorobenzyl)-1H-pyrazol-4-yl)-5-(furan-2-yl)-1,3,4-thiadiazole-2-carboxamide